OC1=C(C=CC=C1)C(=O)C1=C(C=CC=C1)O hydroxyl-phenylketone